C1(CC1)C1=CC(=CC(=N1)C(=O)NC1=CC(=CC=C1)C1(COC1)[C@H](C1=NN=CN1C)F)[C@H](C)N1CC(C1)(C)F 6-cyclopropyl-N-(3-(3-((R)-fluoro(4-methyl-4H-1,2,4-triazol-3-yl)methyl)oxetan-3-yl)phenyl)-4-((S)-1-(3-fluoro-3-methylazetidin-1-yl)ethyl)picolinamide